FC=1C=C2C(=C(NC2=CC1)C)C=O 5-FLUORO-2-METHYL-1H-INDOLE-3-CARBALDEHYDE